N-(4,4-difluorocyclohexyl)-4-(3-(4-fluoro-2,6-dimethylphenoxy)-5-methylphenyl)-6-methyl-7-oxo-6,7-dihydro-1H-pyrrolo[2,3-c]pyridine-2-carboxamide FC1(CCC(CC1)NC(=O)C1=CC2=C(C(N(C=C2C2=CC(=CC(=C2)C)OC2=C(C=C(C=C2C)F)C)C)=O)N1)F